ClC1=CC(=C(C=C1)C(=C)C)C#CC1=CC=CC=C1 4-chloro-2-(phenylethynyl)-1-isopropenylbenzene